5-(8-fluoro-2-methylimidazo[1,2-a]pyridin-6-yl)-N-((1-fluorocyclobutyl)methyl)-7H-pyrrolo[2,3-d]pyrimidin-2-amine FC=1C=2N(C=C(C1)C1=CNC=3N=C(N=CC31)NCC3(CCC3)F)C=C(N2)C